1-(2-Amino-2-cyclohexylacetyl)pyrrolidine-2-carbonitrile NC(C(=O)N1C(CCC1)C#N)C1CCCCC1